N'-r-methyl-3-(pyridin-4-yl)-6,7-dihydropyrazolo[1,5-a]pyrazine CN1C=C2N(CC1)NC=C2C2=CC=NC=C2